3-oxo-3-[3-(trifluoromethyl)bicyclo[1.1.1]pentan-1-yl]propionitrile O=C(CC#N)C12CC(C1)(C2)C(F)(F)F